C(C=CC1=CC=CC=C1)(=O)OC1=CC=C(C=C1)OC 1-(Cinnamoyloxy)-4-methoxybenzene